ClC=1N(N=C2C=CC(=CC12)C(=O)O)C(F)F 3-chloro-2-(difluoromethyl)indazole-5-carboxylic acid